C(C1=CC=CC=C1)O[C@@H]1[C@H](N(C[C@@H]([C@H]1OCC1=CC=CC=C1)OCC1=CC=CC=C1)CC1CCC(CC1)C(C)C)C (2R,3R,4R,5S)-3,4,5-tris(benzyloxy)-1-(((1S,4S)-4-isopropylcyclohexyl)methyl)-2-methylpiperidine